[N].C(=O)=C1C(NC2=CC=CC=C12)=C1C=NC2=CC=CC=C12 3-carbonyl-2,3'-biindole nitrogen